4-chloro-N-[2-(2-chlorophenyl)-3-(4-chlorophenyl)-5,6,7,8-tetrahydrooxepino[3,2-c]pyrazol-8-yl]benzenesulfonamide ClC1=CC=C(C=C1)S(=O)(=O)NC1CCCOC=2C1=NN(C2C2=CC=C(C=C2)Cl)C2=C(C=CC=C2)Cl